1-((S)-fluoro((R or S)-3-(2-(5-fluorothiophen-2-yl)ethyl)-1-(2-(6-methylpyridin-3-yl)propan-2-yl)pyrrolidin-3-yl)methyl)-3-phenylurea F[C@H](NC(=O)NC1=CC=CC=C1)[C@]1(CN(CC1)C(C)(C)C=1C=NC(=CC1)C)CCC=1SC(=CC1)F |o1:12|